N-[3-chloro-4-[4-[(3S)-3-(hydroxymethyl)piperazine-1-carbonyl]piperidine-1-carbonyl]phenyl]-5-(2,3-difluoro-4-methoxy-phenyl)-1-methyl-imidazole-2-carboxamide ClC=1C=C(C=CC1C(=O)N1CCC(CC1)C(=O)N1C[C@H](NCC1)CO)NC(=O)C=1N(C(=CN1)C1=C(C(=C(C=C1)OC)F)F)C